(2α,3α,5α,16β,17β)-2,3-epoxy-16-(1-pyrrolidinyl)-androstan-17-ol N1(CCCC1)[C@@H]1[C@@H]([C@]2(C)[C@@H](C1)[C@@H]1CC[C@H]3C[C@H]4[C@@H](C[C@]3(C)[C@H]1CC2)O4)O